[C@H]12CN(C[C@H](CC1)N2)C2=NC(=NC1=CC(=CC=C21)NC2=NNC1=CC=CC=C21)OC[C@H]2N(CCC2)C 4-((1R,5S)-3,8-diazabicyclo[3.2.1]octan-3-yl)-N-(1H-indazol-3-yl)-2-(((S)-1-methylpyrrolidin-2-yl)methoxy)quinazolin-7-amine